N-(4-cyclobutyl-5-(3,5-difluorophenyl)-1-methyl-1H-pyrazol-3-yl)-3,3-difluorocyclobutane-1-carboxamide C1(CCC1)C=1C(=NN(C1C1=CC(=CC(=C1)F)F)C)NC(=O)C1CC(C1)(F)F